FC1=C(C=C2C=CN(C2=C1)[Si](C(C)C)(C(C)C)C(C)C)CO (6-fluoro-1-(triisopropylsilyl)-1H-indol-5-yl)methanol